1,3-bis(3-chloropropyl)tetramethyldisiloxane ClCCC[Si](O[Si](CCCCl)(C)C)(C)C